rac-(1SR,5RS,6RS,7SR)-5-allyl-3-oxo-2-azabicyclo[4.2.0]octane-2,7-dicarboxylic acid di-tert-butyl ester C(C)(C)(C)OC(=O)N1[C@H]2C[C@@H]([C@H]2[C@@H](CC1=O)CC=C)C(=O)OC(C)(C)C |r|